1-(tert-butyl) 2-ethyl 6-methoxy-2,3-dihydro-1H-pyrrolo[3,2-c]pyridine-1,2-dicarboxylate COC1=CC2=C(C=N1)CC(N2C(=O)OC(C)(C)C)C(=O)OCC